perfluoro-t-butyl-sulfonate, sodium salt [Na+].FC(C(C(F)(F)F)(C(F)(F)F)S(=O)(=O)[O-])(F)F